[Cl-].OCC[NH+](CC)CC 2-Hydroxy-N,N-diethylethanaminium chlorid